CN([C@H](C(=O)O)C)C (2S)-2-(dimethylamino)propionic acid